3-[[4-[(6-tert-Butyl-1,2,3,4-tetrahydroisoquinolin-1-yl)methoxy]-6-(2,6-dimethylphenyl)pyrimidin-2-yl]sulfamoyl]benzoic acid C(C)(C)(C)C=1C=C2CCNC(C2=CC1)COC1=NC(=NC(=C1)C1=C(C=CC=C1C)C)NS(=O)(=O)C=1C=C(C(=O)O)C=CC1